FC12CC(C1)(C2)CNCC=2C=CC=1N(C2)C=C(N1)CN1N=NC(=C1)C1=C2C=NN(C2=CC(=C1)[N+](=O)[O-])C1OCCCC1 1-(3-fluorobicyclo[1.1.1]pentan-1-yl)-N-((2-((4-(6-nitro-1-(tetrahydro-2H-pyran-2-yl)-1H-indazol-4-yl)-1H-1,2,3-triazol-1-yl)methyl)imidazo[1,2-a]pyridin-6-yl)methyl)methylamine